[K+].OC(C(=O)[O-])C(C(C(CO)O)O)O 2,3,4,5,6-pentahydroxycaproic acid potassium salt